Cl.Cl.C12(CC3(CC(CC(C1)C3)C2)N)N adamantane-1,3-diamine dihydrochloride